methyl 2,2-diiodo-3-oxo-3-phenylpropionate IC(C(=O)OC)(C(C1=CC=CC=C1)=O)I